N-((2S)-bicyclo[2.2.1]hept-5-ene-2-yl)-3,5-dimethoxybenzamide C12[C@H](CC(C=C1)C2)NC(C2=CC(=CC(=C2)OC)OC)=O